3,6-Dibromophenanthrene-9,10-diamine BrC=1C=CC=2C(=C(C3=CC=C(C=C3C2C1)Br)N)N